NC1=NC(=NC(=C1)C#N)N1CCC2(CC1)[C@@H](C1=CC=CC=C1C2)N[S@](=O)C(C)(C)C (R)-N-((S)-1'-(4-amino-6-cyanopyrimidin-2-yl)-1,3-dihydrospiro[inden-2,4'-piperidin]-1-yl)-2-methylpropan-2-sulfinamide